N-(4-(pyridazin-3-yl)phenyl)-3-(6-(trifluoromethyl)-1H-imidazolo[4,5-c]pyridin-2-yl)aniline N1=NC(=CC=C1)C1=CC=C(C=C1)NC1=CC(=CC=C1)C=1NC2=C(C=NC(=C2)C(F)(F)F)N1